ClC=1C=NN(C1C1=NN2C(C(CCC2)NC2=CC=C(C=C2)C=2N(C=C(N2)C(F)(F)F)CC)=C1)[C@@H](CF)C 2-(4-chloro-1-((R)-1-fluoropropan-2-yl)-1H-pyrazol-5-yl)-N-(4-(1-ethyl-(trifluoromethyl)-1H-imidazol-2-yl)phenyl)-4,5,6,7-tetrahydropyrazolo[1,5-a]pyridin-4-amine